propylether C(CC)OCCC